OCCN1CN(CN(C1)CCO)CCO 1,3,5-tri(hydroxyethyl)hexahydros-triazine